BrCC(CCCCCC(=O)OC(C)(C)C)(C)C tert-butyl 8-bromo-7,7-dimethyloctanate